4-(6-((3-(difluoromethyl)-1-methyl-1H-indazol-6-yl)methoxy)pyridin-2-yl)piperidine FC(C1=NN(C2=CC(=CC=C12)COC1=CC=CC(=N1)C1CCNCC1)C)F